(6S,9S)-N-benzyl-6-(4-hydroxybenzyl)-8-(isoquinoline-5-ylmethyl)-2,9-dimethyl-4,7-dioxooctahydro-1H-pyrazino[2,1-c][1,2,4]triazine-1-carboxamide C(C1=CC=CC=C1)NC(=O)N1N(CC(N2C1[C@@H](N(C([C@@H]2CC2=CC=C(C=C2)O)=O)CC2=C1C=CN=CC1=CC=C2)C)=O)C